(R)-N,N-dimethyl-2-(2-methylmorpholino)-4-oxo-9-vinyl-4H-pyrido[1,2-a]pyrimidine-7-carboxamide CN(C(=O)C=1C=C(C=2N(C(C=C(N2)N2C[C@H](OCC2)C)=O)C1)C=C)C